diethyl 2,3-bis(2-ethyl-butyl)succinate C(C)C(CC(C(=O)OCC)C(C(=O)OCC)CC(CC)CC)CC